N1C(=NC2=C1C=CC=C2)C(N2C(C1=CC(=CC=C1C2)C2=CC=C(C=C2)N2CCNCC2)=O)C2=C(C=CC=C2)O 2-((1H-benzo[d]imidazol-2-yl)(2-hydroxyphenyl)methyl)-6-(4-(piperazin-1-yl)phenyl)isoindolin-1-one